BrC1=CC(=C(C=C1)C1=CN=C(S1)[C@@H]1CC[C@H](CC1)NC(OC(C)C)=O)S(NC(C)(C)C)(=O)=O isopropyl (trans-4-(5-(4-bromo-2-(N-(tert-butyl)sulfamoyl)phenyl)thiazol-2-yl) cyclohexyl)carbamate